NC1=C(C=CC(=C1)N(CC1=CC=C(C=C1)C(F)(F)F)CCC)NC(CCCCCC)=O N-(2-Amino-4-(propyl(4-(trifluoromethyl)benzyl)amino)phenyl)heptanamid